OCC1CC=2C(C=3N(C1)N=C1C3C=NCC1)=NOC2 5-(hydroxymethyl)-5,6,9,10-tetrahydro-4H-isoxazolo[3,4-c]pyrido[4',3':3,4]pyrazolo[1,5-a]azepine